C(C=C)(=O)N1C[C@@H]2COC3=C(C(N2CC1)=O)C(=NC(=C3Cl)C3=C(C=CC=C3O)F)N3[C@H]([C@H](CC3)OC)C (6aR)-8-acryloyl-4-chloro-3-(2-fluoro-6-hydroxyphenyl)-1-((2S,3S)-3-methoxy-2-methylpyrrolidin-1-yl)-6,6a,7,8,9,10-hexahydro-12H-pyrazino[2,1-c]pyrido[3,4-f][1,4]oxazepin-12-one